C(C)(C)(C)OC(=O)N1C=CC=2C1=NC(=CC2C2=C(N=C(S2)NC(=O)N2CC1(COC1)C2)C2=CC(=CC=C2)C#N)C 4-[4-(3-cyanophenyl)-2-(2-oxa-6-azaspiro[3.3]heptane-6-carbonylamino)thiazol-5-yl]-6-methyl-pyrrolo[2,3-b]pyridine-1-carboxylic acid tert-butyl ester